Cl.NCC(=O)C1=C(N=CS1)C 2-amino-1-(4-methyl-1,3-thiazol-5-yl)ethan-1-one hydrogen chloride